C1(=C(C(=CC(=C1)C)C)S(=O)(=O)N1N=C(N=C1)[N+](=O)[O-])C 1-(mesitylsulfonyl)-3-nitro-1H-1,2,4-triazole